C1(CCCCC1)N=CN(C)C N'-cyclohexyl-N,N-dimethylformamidine